1-((benzyloxy)carbonyl)-3-(1-methyl-1H-1,2,3-triazol-4-yl)piperidine-3-carboxylic acid C(C1=CC=CC=C1)OC(=O)N1CC(CCC1)(C(=O)O)C=1N=NN(C1)C